2-(2,6-dioxo-3-piperidyl)-4-[2-[2-[2-[2-[3-[4-[2-[4-[4-(4-isoquinolyl)phenyl]pyrazol-1-yl]acetyl]piperazin-1-yl]-3-oxo-propoxy]ethoxy]ethoxy]ethoxy]ethylamino]isoindoline-1,3-dione O=C1NC(CCC1N1C(C2=CC=CC(=C2C1=O)NCCOCCOCCOCCOCCC(=O)N1CCN(CC1)C(CN1N=CC(=C1)C1=CC=C(C=C1)C1=CN=CC2=CC=CC=C12)=O)=O)=O